(R)-(4-chlorophenyl)-oxirane ClC1=CC=C(C=C1)[C@H]1OC1